OCC(C=O)(C)C 3-hydroxy-2,2-dimethylpropan-1-one